Diethyl (4-(3-chloro-4-fluorophenylamino)-7-(2-(tetrahydrofuran-3-yl)ethynyl)quinazolin-6-ylcarbamoyl)methylphosphonate ClC=1C=C(C=CC1F)NC1=NC=NC2=CC(=C(C=C12)NC(=O)CP(OCC)(OCC)=O)C#CC1COCC1